N-(2-(((tert-butyldimethylsilyl)oxy)methyl)piperidin-3-yl)-2,2,2-trifluoro-N-(4-methoxybenzyl)acetamide [Si](C)(C)(C(C)(C)C)OCC1NCCCC1N(C(C(F)(F)F)=O)CC1=CC=C(C=C1)OC